COC(C(C)C1=CC(=C(C=C1)OC)Br)=O methyl-2-(3-bromo-4-methoxyphenyl)propanoate